2,2,2-trifluoroethyl 2-((2R,5S)-5-methyl-2-(quinolin-6-yl)piperidin-1-yl)-2-oxoacetate C[C@H]1CC[C@@H](N(C1)C(C(=O)OCC(F)(F)F)=O)C=1C=C2C=CC=NC2=CC1